3-[4-[4-[6-Chloro-4-(trifluoromethyl)-2-pyridyl]piperazin-1-yl]sulfonylphenyl]-5-(piperazin-1-ylmethyl)oxazolidin-2-one ClC1=CC(=CC(=N1)N1CCN(CC1)S(=O)(=O)C1=CC=C(C=C1)N1C(OC(C1)CN1CCNCC1)=O)C(F)(F)F